C1(CCCCC1)ON1C2=C(C3=CC=C(C=C13)C)C1=C(O2)C(C2=CC=CC=C2C1=O)=O 5-cyclohexoxy-3-methyl-5H-naphtho[2',3':4,5]furo[2,3-b]indole-7,12-dione